(R)-(4-fluoro-7-isopropyl-1-((2-(trimethylsilyl)ethoxy)methyl)-1H-benzo[d]imidazol-2-yl)(5-methyl-7,8-dihydro-1,6-naphthyridin-6(5H)-yl)methanone FC1=CC=C(C=2N(C(=NC21)C(=O)N2[C@@H](C=1C=CC=NC1CC2)C)COCC[Si](C)(C)C)C(C)C